N[C@H](C(=O)O)CC1=CC=C(C=C1)C1=NOC(=N1)C1=CC=C(C=C1)OC(F)(F)F (S)-2-amino-3-(4-(5-(4-(trifluoromethoxy)phenyl)-1,2,4-oxadiazol-3-yl)phenyl)propanoic acid